CC(C)CCC[C@H](C=C)C |r| (+/-)-2,6-dimethyl-7-octen